C(CCCCCCCCCCC)(=O)C(C(=O)[O-])O.[Na+].C(CO)(=O)OCCCCCCCCCCCC.[Na+].C(CCCCCCCCCCC)(=O)C(C(=O)[O-])O sodium lauryl glycolate sodium lauroyl-glycolate